4-(methylsulfanyl)benzaldehyde CSC1=CC=C(C=O)C=C1